tert-butyl 4-(2-(3-((3-amino-6-(2-hydroxyphenyl)pyridazin-4-yl)ethynyl)phenoxy)ethyl)piperazine-1-carboxylate NC=1N=NC(=CC1C#CC=1C=C(OCCN2CCN(CC2)C(=O)OC(C)(C)C)C=CC1)C1=C(C=CC=C1)O